4-[(4-ethoxy-4-oxobutan-2-yl)-oxy]-4-oxobutanoic acid C(C)OC(CC(C)OC(CCC(=O)O)=O)=O